N1=CC(=CC=2COCCC12)NC1=NC(=NC=C1)NC1=CC(=C(C=C1)OCCCN1CCCCC1)OC 4-(7,8-dihydro-5H-6-oxa-1-azanaphth-3-ylamino)-2-[3-methoxy-4-(3-piperidinopropoxy)phenylamino]pyrimidine